methyl (1r,4r)-4-(2-(6-chloro-4-(methylamino)nicotinoyl)hydrazine-1-carbonyl)cyclohexane-1-carboxylate ClC1=NC=C(C(=O)NNC(=O)C2CCC(CC2)C(=O)OC)C(=C1)NC